[Si](C)(C)(C(C)(C)C)OCC#CC1=CC=C(C=C1)C1=N[C@H](C=2N(C3=C1C(=C(S3)C)C)C(=NN2)C)CC(=O)OC(C)(C)C tert-butyl (S)-2-(4-(4-(3-((tert-butyldimethylsilyl)oxy)prop-1-yn-1-yl)phenyl)-2,3,9-trimethyl-6H-thieno[3,2-f][1,2,4]triazolo[4,3-a][1,4]diazepin-6-yl)acetate